CNC(=O)C1=CC(=NC2=CC=CC=C12)C1CN(CCO1)CC=1C(=NNC1)C1=CC=CC=C1 N-methyl-2-(4-((3-phenyl-1H-pyrazol-4-yl)methyl)morpholin-2-yl)quinoline-4-carboxamide